N-((R)-1-(2-aminopyridin-3-yl)ethyl)-7-(6-(bis(4-methoxybenzyl)amino)-2-methyl-3-(trifluoromethyl)pyridin-4-yl)-8-fluoro-5-methoxy-2-(methylsulfinyl)pyrido[4,3-d]pyrimidin-4-amine NC1=NC=CC=C1[C@@H](C)NC=1C2=C(N=C(N1)S(=O)C)C(=C(N=C2OC)C2=C(C(=NC(=C2)N(CC2=CC=C(C=C2)OC)CC2=CC=C(C=C2)OC)C)C(F)(F)F)F